(8-((5-methoxy-1-methyl-1H-indol-3-yl)methyl)-2-phenethyl-2,8-diazaspiro[4.5]decan-4-yl)methanol COC=1C=C2C(=CN(C2=CC1)C)CN1CCC2(C(CN(C2)CCC2=CC=CC=C2)CO)CC1